4-[3-[2,6-Dichloro-4-(5,8-dioxa-2-azaspiro[3.5]nonan-2-yl)benzoyl]-2,4-dihydro-1,3-benzoxazin-8-yl]-5-fluoro-2-(3-oxa-8-azabicyclo[3.2.1]oct-8-yl)benzoic acid methyl ester COC(C1=C(C=C(C(=C1)F)C1=CC=CC=2CN(COC21)C(C2=C(C=C(C=C2Cl)N2CC1(C2)OCCOC1)Cl)=O)N1C2COCC1CC2)=O